7-((1H-imidazol-1-yl)methyl)-2-(8-(2,2-difluoroethoxy)-6-ethyl-1,7-naphthyridin-4-yl)-5-(1-methyl-3-(trifluoromethyl)-1H-pyrazol-4-yl)-3,4-dihydroisoquinolin-1(2H)-one N1(C=NC=C1)CC1=CC(=C2CCN(C(C2=C1)=O)C1=CC=NC2=C(N=C(C=C12)CC)OCC(F)F)C=1C(=NN(C1)C)C(F)(F)F